C(C)(=O)NC=1C=CC=2N(C1)C=C(N2)C(=O)OCC ethyl 6-acetamidoimidazo[1,2-a]pyridine-2-carboxylate